FC1(CC1)CNC1CNCCC1 N-((1-fluorocyclopropyl)methyl)piperidin-3-amine